C(C)(C)C1(C=C(C(=O)OCC)C(=O)OCC)CC=CC=C1 diethyl (1-isopropylbenzylidene)malonate